tert-butyl 8-(7,7-dimethyl-5-(2,2,2-trifluoroacetyl)-4,5,6,7-tetrahydrothiazolo[5,4-c]pyridin-2-yl)-3,8-diazabicyclo[3.2.1]octane-3-carboxylate CC1(C2=C(CN(C1)C(C(F)(F)F)=O)SC(=N2)N2C1CN(CC2CC1)C(=O)OC(C)(C)C)C